FC1(C(=C(NN1C)C(F)F)C(=O)O)F 5-fluoro-3-(difluoro-methyl)-5-fluoro-1-methyl-1H-pyrazole-4-carboxylic acid